COC(C(=O)OCCCCCCCC)C Octyl 2-methoxypropanoate